ClC=1C=C(C=CC1)C1(CN(C1)C=1C=2N(C=CC1)N=C(N2)NC=2C=NN(C2)CC(=O)N2CCC(CC2)N(C)CC2(CC2)C#N)CC#N 1-[[[1-[2-[4-[[8-[3-(3-Chlorophenyl)-3-(cyanomethyl)azetidin-1-yl]-[1,2,4]triazolo[1,5-a]pyridin-2-yl]amino]pyrazol-1-yl]acetyl]-4-piperidyl]-methylamino]methyl]cyclopropancarbonitril